3-chloro-N-[1-(2,3-difluorophenyl)-2,2-difluoropropyl]-6-[6-(dimethylphosphoryl)pyridin-3-yl]-7-fluoro-2-methyl-1,5-naphthyridin-4-amine ClC=1C(=NC2=CC(=C(N=C2C1NC(C(C)(F)F)C1=C(C(=CC=C1)F)F)C=1C=NC(=CC1)P(=O)(C)C)F)C